4-(4-(4-(((3R,5r)-5-((1H-1,2,4-triazol-1-yl)methyl)-5-(2,4-difluorophenyl)-tetrahydrofuran-3-yl)methoxy)-3-methylphenyl)piperazin-1-yl)-N-(4-fluorophenyl)benzamide N1(N=CN=C1)C[C@@]1(C[C@@H](CO1)COC1=C(C=C(C=C1)N1CCN(CC1)C1=CC=C(C(=O)NC2=CC=C(C=C2)F)C=C1)C)C1=C(C=C(C=C1)F)F